N[C@H](CC(=O)O)C1CC1 (R)-3-AMINO-3-CYCLOPROPYL-PROPIONIC ACID